CC1=NOC(=C1)CC(=O)NC1=NNC(=C1)[C@@H]1C[C@@H](CC1)CC(=O)O 2-((1R,3S)-3-(3-(2-(3-methylisoxazol-5-yl)acetamido)-1H-pyrazol-5-yl)cyclopentyl)acetic acid